2-(6-(2-fluoroethoxy)pyridin-3-yl)-5-(thiazol-5-yl)-4,5-dihydro-6H-imidazo[1,5-b]pyrazol-6-one hydrogen chloride salt Cl.FCCOC1=CC=C(C=N1)C=1C=C2N(N1)C(N(C2)C2=CN=CS2)=O